CC(CN1N=C(N=C1)C1=CC=C(C=C1)C(=O)N1CCN(CC1)C=1OC=2C(=NC(=CC2)C)N1)(C)C [4-[1-(2,2-dimethylpropyl)-1,2,4-triazol-3-yl]phenyl]-[4-(5-methyloxazolo[4,5-b]pyridin-2-yl)piperazin-1-yl]methanone